(4-((1-amino-3,6-dichloro-9H-carbazol-9-yl)methyl)benzyl)phosphonic acid NC1=CC(=CC=2C3=CC(=CC=C3N(C12)CC1=CC=C(CP(O)(O)=O)C=C1)Cl)Cl